N-(1-((3S,4S)-3-Fluoro-4-(3-(4-fluoropiperidin-1-yl)-4-(trifluoromethyl)phenoxy)piperidine-1-carbonyl)-1H-pyrazol-3-yl)methanesulfonamide F[C@H]1CN(CC[C@@H]1OC1=CC(=C(C=C1)C(F)(F)F)N1CCC(CC1)F)C(=O)N1N=C(C=C1)NS(=O)(=O)C